2-(7-((2S,5R)-2,5-diethyl-4-(5-methylpicolinoyl)piperazin-1-yl)-4-methyl-5-oxo-4,5-dihydro-2H-pyrazolo[4,3-b]pyridin-2-yl)acetonitrile C(C)[C@@H]1N(C[C@H](N(C1)C(C1=NC=C(C=C1)C)=O)CC)C=1C=2C(N(C(C1)=O)C)=CN(N2)CC#N